C1OCC12CN(CC2)C=2N=CC(=NC2)C=2C(=CC(=NC2)NC(C)=O)NC2=NC(=NC=C2)C(C)(F)F N-(5-(5-(2-oxa-6-azaspiro[3.4]octan-6-yl)pyrazin-2-yl)-4-((2-(1,1-difluoroethyl)pyrimidin-4-yl)amino)pyridin-2-yl)acetamide